CC1(COB(OC1)C=1C=C(C2=C(N(C(=N2)C(C)(C)O)C(C)C)C1)F)C 2-(6-(5,5-dimethyl-1,3,2-dioxaborinan-2-yl)-4-fluoro-1-isopropyl-1H-benzo[d]imidazol-2-yl)propan-2-ol